(S)-methyl 2-((S)-2-azidopropionamido)-3-(4-methoxyphenyl)propanoate N(=[N+]=[N-])[C@H](C(=O)N[C@H](C(=O)OC)CC1=CC=C(C=C1)OC)C